C(C)(C)(C)OC(C[C@@H](C(C1CC1)NCC1=CC=CC=C1)C)=O (3S)-4-(benzylamino)-4-cyclopropyl-3-methylbutanoic acid tert-butyl ester